4-(1-(2-chloro-4-(1-ethylpiperidin-4-yl)phenyl)-1H-imidazol-4-yl)-N-(1-(methylsulfonyl)piperidin-4-yl)-5-(trifluoromethyl)pyrimidin-2-amine ClC1=C(C=CC(=C1)C1CCN(CC1)CC)N1C=NC(=C1)C1=NC(=NC=C1C(F)(F)F)NC1CCN(CC1)S(=O)(=O)C